NC1=C(C=C(C=C1)Cl)C(C)(O)C1=C(C(=C(C(=C1[2H])[2H])[2H])[2H])[2H] 1-(2-amino-5-chlorophenyl)-1-(phenyl-d5)ethan-1-ol